C(C)(C)(C)C1=NC=C(C=N1)C=1N=C2SCC(CN2C(C1C#N)=O)CO 8-(2-tert-butylpyrimidin-5-yl)-3-(hydroxymethyl)-6-oxo-2H,3H,4H,6H-pyrimido[2,1-b][1,3]thiazine-7-carbonitrile